CC(=O)C(=CC1=CC=NC=C1)OCC 1-ethoxy-2-(4-pyridinyl)-vinyl methyl ketone